4,5,6,7,8,9-hexahydrothieno[3,2-c]azocin S1C=CC=2CNCCCCC21